O1C(CCC1)C(C)(C)C1OCCC1 di(2-tetrahydrofuryl)propan